(1S,3R,4S,5R)-3-amino-6,8-dioxabicyclo[3.2.1]octan-4-ol N[C@@H]1C[C@H]2CO[C@@H]([C@H]1O)O2